ClC1=C(C=CC=C1)C1=NCC(NC2=C1C=C(C=C2)[N+](=O)[O-])=O 5-(2-chlorobenzeneYl)-7-nitro-1,3-dihydro-1,4-benzodiazepine-2-one